C(=CC)N1C[C@@H](CCC1)N1N=C(C=2C1=NC=NC2N)C2=CC=C(C1=C2OCO1)NC(C1=CC(=CC=C1)N1CCOCC1)=O (R)-N-(7-(1-(1-propenylpiperidin-3-yl)-4-amino-1H-pyrazolo[3,4-d]pyrimidin-3-yl)benzo[d][1,3]dioxol-4-yl)-3-morpholinobenzamide